1-(2-(4-cyclobutyl-2-hydroxyphenyl)-5-(5-(methylthio)-6-(trifluoromethyl)nicotinoyl)-2,3,4,5,5a,6,8,9-octahydro-7H-1,2,5,7-tetraazabenzo[cd]azulen-7-yl)prop-2-en-1-one C1(CCC1)C1=CC(=C(C=C1)N1N=C2CCN(CC3C2=C1CCN3C(C3=CN=C(C(=C3)SC)C(F)(F)F)=O)C(C=C)=O)O